tert-butyl (R)-3-((5-cyano-1H-pyrrolo[2,3-b]pyridin-4-yl)amino)piperidine-1-carboxylate C(#N)C=1C(=C2C(=NC1)NC=C2)N[C@H]2CN(CCC2)C(=O)OC(C)(C)C